dihydro-2H-pyrrole N-oxide [NH+]1(CCC=C1)[O-]